3-amino-4-(5-(4-((5-chloro-3-fluoropyridin-2-yl)oxy)-2-cyanophenyl)-2H-tetrazol-2-yl)butanoic acid hydrochloride Cl.NC(CC(=O)O)CN1N=C(N=N1)C1=C(C=C(C=C1)OC1=NC=C(C=C1F)Cl)C#N